2-{2-[(tert-butoxycarbonyl)amino]ethoxy}ethyl prop-2-enoate C(C=C)(=O)OCCOCCNC(=O)OC(C)(C)C